ClC1=CN=C(N1CC1=C(C=CC=C1)OC)C1=CC=C(C=C1)C(F)(F)F 5-chloro-1-(2-methoxybenzyl)-2-(4-(trifluoromethyl)phenyl)-1H-imidazole